CC=1N=C2C(=NC(=NC2=NC1C)N1C[C@@H](OCC1)C=1C=NC(=NC1)C)C=1C=NC(=CC1)C(F)(F)F (S)-4-(6,7-dimethyl-4-(6-(trifluoromethyl)pyridin-3-yl)pteridin-2-yl)-2-(2-methylpyrimidin-5-yl)morpholine